N-(9-((2R,3R,4R,5R)-5-(azidomethyl)-3-fluoro-4-hydroxytetrahydrofuran-2-yl)-6-oxo-6,9-dihydro-1H-purin-2-yl)isobutyramide N(=[N+]=[N-])C[C@@H]1[C@H]([C@H]([C@@H](O1)N1C=2N=C(NC(C2N=C1)=O)NC(C(C)C)=O)F)O